ClC=1C=C(C=C2C(=C(C=NC12)C#N)NC1=CC(=C(C=C1)F)Cl)N[C@H](C=1N=NN(C1)C(C)C)C=1C(=NC(=CC1)Cl)C (S)-8-chloro-6-(((6-chloro-2-methylpyridin-3-yl)(1-isopropyl-1H-1,2,3-triazol-4-yl)methyl)amino)-4-((3-chloro-4-fluorophenyl)amino)quinoline-3-carbonitrile